4-methyl-5-(methyl-((S)-1-((R)-1-phenylethyl)pyrrolidin-3-yl)amino)-N-(thiazol-4-yl)pyridine-2-sulfonamide CC1=CC(=NC=C1N([C@@H]1CN(CC1)[C@H](C)C1=CC=CC=C1)C)S(=O)(=O)NC=1N=CSC1